OC[C@@H]1NC[C@@H](N(C1)C(=O)OC(C)(C)C)C t-butyl (2S,5R)-5-(hydroxymethyl)-2-methylpiperazin-1-carboxylate